γ-aminobutyryl-L-histidine NCCCC(=O)N[C@@H](CC1=CNC=N1)C(=O)O